BrC1=C(C=CC=C1)N1C[C@@H](CCC1)O (3R)-1-(2-bromophenyl)piperidin-3-ol